2-bromo-4-iodophenyl sulfurofluoridate S(OC1=C(C=C(C=C1)I)Br)(=O)(=O)F